6,7-Difluoroquinoline-3-carbaldehyde FC=1C=C2C=C(C=NC2=CC1F)C=O